C(#N)C=1C(=NC2=CC=C(C=C2C1)C)SCC(=O)NC1=CC=C(C=C1)F 2-((3-cyano-6-methylquinolin-2-yl)thio)-N-(4-fluorophenyl)acetamide